1-(tert-Butyl) 3-ethyl-4-oxopyrrolidine-1,3-dicarboxylate C(C)C1(CN(CC1=O)C(=O)OC(C)(C)C)C(=O)[O-]